isophthalic acid, monomethyl ester C(C1=CC(C(=O)[O-])=CC=C1)(=O)OC